COC=1C=CC(=NC1OC)NCC1=CC(=C(C(=C1)O)N1CC(NS1(=O)=O)=O)F 5-(4-(((5,6-dimethoxypyridin-2-yl)amino)methyl)-2-fluoro-6-hydroxyphenyl)-1,2,5-thiadiazolidin-3-one 1,1-dioxide